S(=O)(=O)(O)C1=CC=C(C=C1)C(C1=CC=C(C=C1)S(=O)(=O)O)(C1=CC=C(C=C1)S(=O)(=O)O)C1=CC=C(C=C1)S(=O)(=O)O tetrakis(4-sulfophenyl)methane